2-((2r,3r)-3-aminobicyclo[3.2.1]oct-2-yl)-3-bromo-5-chloro-N-(thiophen-2-ylmethyl)thieno[3,2-b]pyridin-7-amine N[C@H]1[C@@H](C2CCC(C1)C2)C2=C(C1=NC(=CC(=C1S2)NCC=2SC=CC2)Cl)Br